O[C@H]1C[C@@H](O[C@@H]1CO)N1C=2N=C(NC(C2N=C1)=O)NC([C@H](CCC(=O)N)N)=O (S)-5-{9-[(2R,4S,5R)-4-Hydroxy-5-(hydroxymethyl)tetrahydrofur-2-yl]-6-oxo-1,9-dihydropurin-2-ylamino}-4-amino-5-oxovaleramide